C1=CC=CC=2C3=CC=CC=C3N(C12)C1=C(C=C(C(=C1)N1C2=CC=CC=C2C=2C=CC=CC12)C#N)C#N 4,6-di(carbazol-9-yl)benzene-1,3-dicarbonitrile